N-{[5-(3,3-difluorocyclobutyl)pyridin-2-yl](phenyl)methyl}-4-fluoro-1-{2-[4-(trifluoromethyl)-1H-1,2,3-triazol-5-yl]acetyl}pyrrolidine-2-carboxamide FC1(CC(C1)C=1C=CC(=NC1)C(NC(=O)C1N(CC(C1)F)C(CC1=C(N=NN1)C(F)(F)F)=O)C1=CC=CC=C1)F